4-(2-cyano-5-(2-methylpropan-1-en-1-yl)phenyl)piperazine-1-carboxylic acid tert-butyl ester C(C)(C)(C)OC(=O)N1CCN(CC1)C1=C(C=CC(=C1)C=C(C)C)C#N